[Br-].[Si](C)(C)(C)C1=C(C=CC=C1)[P+](C1=CC=CC=C1)(C1=CC=CC=C1)CC#C TMS-propargyltriphenylphosphonium bromide